(1R,2R)-2-fluoro-N-(4-(6-((R)-1-hydroxypropyl-1,2,2,3,3,3-d6)-4-methylpyridin-3-yl)-[1,2,4]triazolo[1,5-a][1,6]naphthyridin-8-yl)cyclopropane-1-carboxamide F[C@H]1[C@H](C1)C(=O)NC1=NC=C2C=C(C=3N(C2=C1)N=CN3)C=3C=NC(=CC3C)[C@](C(C([2H])([2H])[2H])([2H])[2H])([2H])O